C1(CC1)C1=NN(C=C1C1=NC2=CC(=CC=C2N=C1)N1CCOCC1)[C@@H]1C[C@H](C1)CCCNC=1C=C2C(N(C(C2=CC1)=O)C1C(NC(CC1)=O)=O)=O 5-((3-(trans-3-(3-cyclopropyl-4-(7-morpholinoquinoxalin-2-yl)-1H-pyrazol-1-yl)cyclobutyl)propyl)amino)-2-(2,6-dioxopiperidin-3-yl)isoindoline-1,3-dione